3-[[[(1R)-2-(hydroxyamino)-2-oxo-1-phenyl-ethyl]amino]methyl]benzoic acid ONC([C@@H](C1=CC=CC=C1)NCC=1C=C(C(=O)O)C=CC1)=O